NC1=NC(=C(C=2N1C(N(N2)C[C@@H]2N(C[C@@H](C2)O)C)=O)C2=CC(=NC(=C2)C)C)C2=CC=CC=C2 5-amino-8-(2,6-dimethyl-4-pyridinyl)-2-[[(2r,4r)-4-hydroxy-1-methyl-pyrrolidin-2-yl]methyl]-7-phenyl-[1,2,4]triazolo[4,3-c]pyrimidin-3-one